(E)-N-(4-bromobenzyl)-3-(2-(3,4-dihydroxyphenyl)-7-hydroxybenzofuran-4-yl)acrylamide BrC1=CC=C(CNC(\C=C\C2=CC=C(C3=C2C=C(O3)C3=CC(=C(C=C3)O)O)O)=O)C=C1